FC(C(=O)F)(C(C(F)(F)F)(F)F)F perfluorobutyryl-fluorine